C(#N)CC1(CN(C1)C1CCN(CC1)C(=O)OCC1CCCCC1)N1N=CC(=C1)C=1C2=C(N=CN1)NC=C2 cyclohexylmethyl 4-{3-(cyanomethyl)-3-[4-(7H-pyrrolo[2,3-d]pyrimidin-4-yl)-1H-pyrazol-1-yl]azetidin-1-yl}piperidine-1-carboxylate